FC(C1=CC2=C(N=C(N=C2)NC2CCN(CC2)S(=O)(=O)C)N(C1=O)[C@H]1[C@](CCC1)(C)O)F 6-(difluoromethyl)-8-((1R,2R)-2-hydroxy-2-methylcyclopentyl)-2-((1-(methylsulfonyl)piperidin-4-yl)amino)pyrido[2,3-d]pyrimidin-7(8H)-one